ethyl 4-(tert-butoxy)-3-oxobutyrate C(C)(C)(C)OCC(CC(=O)OCC)=O